C(C)(C)(C)OC(=O)N1CCC2=C(CC13CC3)C=CC=C2 4,5-dihydrospiro[benzo[d]azepin-2,1'-cyclopropane]-3(1H)-carboxylic acid tert-butyl ester